C1(=CC=CC=C1)NC1=CC=C(C=C1)C1=CC=CC=C1 N-phenyl-[1,1'-Biphenyl]-4-amine